FC1=CC=C(C=C1)SC1=CC=CC=C1 1-Fluoro-4-(phenylthio)benzene